(S)-1-(4-methyl-1H-pyrazole-3-carbonyl)-N-(3,4,5-trifluorophenyl)pyrrolidine-3-carboxamide CC=1C(=NNC1)C(=O)N1C[C@H](CC1)C(=O)NC1=CC(=C(C(=C1)F)F)F